C1(=CC=CC=C1)C(NC(=O)C1NCCC1)C1=CC=C(C=C1)C(C)C N-{phenyl-[4-(prop-2-yl)phenyl]methyl}pyrrolidine-2-carboxamide